O[C@@H]1C[C@@H](NCC1)C(=O)O (2R,4S)-4-HYDROXYPIPERIDINE-2-CARBOXYLIC ACID